C(C(C)C)[C@H]1NC([C@H]2N(C1=O)CCC2)=O (3R,8AS)-hexahydro-3-isobutyl-pyrrolo[1,2-A]pyrazine-1,4-dione